C12N(CC(NC1)C2)C2=C(C=C(C=C2)C=2N=C(SC2)NC([C@H](C)N2C=NC=1N(C(N(C(C21)=O)C)=O)C)=O)F (2S)-N-(4-(4-(2,5-diazabicyclo[2.2.1]hept-2-yl)-3-fluorophenyl)thiazol-2-yl)-2-(1,3-dimethyl-2,6-dioxo-1,2,3,6-tetrahydro-7H-purin-7-yl)-propionamide